C(C1=CC=CC=C1)N1CCC(CC1)(C=1SC(=CC1)Cl)NS(=O)(=O)C1=CC=C(C=C1)OC(F)(F)F N-[1-benzyl-4-(5-chloro-2-thienyl)-4-piperidinyl]-4-(trifluoromethoxy)benzenesulfonamide